(E)-1-methyl-4-oxo-N'-(quinolin-8-ylmethylene)-1,4-dihydroquinoline-3-carbohydrazide CN1C=C(C(C2=CC=CC=C12)=O)C(=O)N/N=C/C=1C=CC=C2C=CC=NC12